FC(C1=C(C=CC=C1)C1CCN(CC1)C(=O)C=1C=C(C(=O)N)C=CC1)(F)F 3-(4-(2-(trifluoromethyl)phenyl)piperidine-1-carbonyl)benzamide